N1=CN=CC2=C1CN(CC2)C(=O)[O-] 6H,7H,8H-pyrido[3,4-d]pyrimidine-7-carboxylate